C1(CC1)C(C)N1N=C(C=2CC[C@H](CC12)C(=O)NC1(CS(C1)(=O)=O)C)C1=C(C=CC(=C1)OC(F)F)F (6R)-1-(1-cyclopropylethyl)-3-(5-(difluoromethoxy)-2-fluorophenyl)-N-(3-methyl-1,1-dioxidothietan-3-yl)-4,5,6,7-tetrahydro-1H-indazole-6-carboxamide